Potassium Bisulfite S([O-])(O)=O.[K+]